1,3-bis-(3-aminobutyl)tetramethyldisiloxane NC(CC[Si](O[Si](CCC(C)N)(C)C)(C)C)C